CNC1CCN(CC1)C=1C=CC(=NC1)NC=1C=CC(=C2CNC(C12)=O)C1=CC=NC=C1 7-[[5-[4-(methylamino)-1-piperidyl]-2-pyridyl]amino]-4-(4-pyridyl)isoindolin-1-one